ClC1=CC(=CC(=N1)N1CCN(CC1)S(=O)(=O)C1=CC=C(C=C1)NC(C1=CC(=CC=C1)N1C[C@@H](CC1)N)=O)C(F)(F)F N-[4-[4-[6-chloro-4-(trifluoromethyl)-2-pyridyl]piperazin-1-yl]sulfonylphenyl]-3-[(3R)-3-aminopyrrolidin-1-yl]benzamide